(2R,4S)-N-((S)-1-(((6-amino-2-methylpyridin-3-yl)methyl)amino)-1-oxopropan-2-yl)-4-(4-bromobenzyl)pyrrolidine-2-carboxamide dihydrochloride Cl.Cl.NC1=CC=C(C(=N1)C)CNC([C@H](C)NC(=O)[C@@H]1NC[C@H](C1)CC1=CC=C(C=C1)Br)=O